(S)-5,6-dichloro-1'-((3S,5R)-5-(methoxymethyl)pyrrolidine-3-carbonyl)spiro[indoline-3,3'-pyrrolidin]-2-one ClC=1C=C2C(=CC1Cl)NC([C@]21CN(CC1)C(=O)[C@@H]1CN[C@H](C1)COC)=O